FC(OC1=CC=C(C=C1)C=1C=C2CC3(C(C2=CC1)NC(O[C@@H]1CN2CCC1CC2)=O)CC3)(F)F (S)-quinuclidin-3-yl (5'-(4-(trifluoromethoxy)phenyl)-1',3'-dihydrospiro[cyclopropane-1,2'-inden]-1'-yl)carbamate